1-(5-((8-(5-chlorobenzofuran-2-yl)-2,3-dihydro-4H-pyrido[4,3-b][1,4]thiazin-4-yl)sulfonyl)indol-1-yl)ethan-1-one ClC=1C=CC2=C(C=C(O2)C2=CN=CC3=C2SCCN3S(=O)(=O)C=3C=C2C=CN(C2=CC3)C(C)=O)C1